(2R,3R,4R,5R)-2-(((tert-butyldimethylsilyl)oxy)methyl)-5-(2-isobutyramido-6-oxo-1,6-dihydro-9H-purin-9-yl)tetrahydrofuran-3,4-diyl bis(4-methylbenzenesulfonate) CC1=CC=C(C=C1)S(=O)(=O)O[C@@H]1[C@H](O[C@H]([C@@H]1OS(=O)(=O)C1=CC=C(C=C1)C)N1C=2N=C(NC(C2N=C1)=O)NC(C(C)C)=O)CO[Si](C)(C)C(C)(C)C